2,7-dichloro-1,6-naphthyridine ClC1=NC2=CC(=NC=C2C=C1)Cl